2-(3-{[(2S)-1-(ethenesulfonyl)pyrrolidin-2-yl]methoxy}pyridin-4-yl)-3-[2-fluoro-5-(trifluoromethyl)phenyl]-1H-pyrrolo[3,2-b]pyridine C(=C)S(=O)(=O)N1[C@@H](CCC1)COC=1C=NC=CC1C1=C(C2=NC=CC=C2N1)C1=C(C=CC(=C1)C(F)(F)F)F